C(C)(C)(C)C1=CC=C(C=C1)C1=NC(=NC(=N1)C1=CC=C(C=C1)C(C)(C)C)Cl 2,4-bis[4-(tert-butyl)phenyl]-6-chloro-1,3,5-triazine